C[C@H]1CN2C(=NC(C(C2=O)C=2C=NN(C2)CC(C(F)(F)F)(F)F)C(F)(F)F)S1 (2S)-2-methyl-6-[1-(2,2,3,3,3-pentafluoropropyl)-1H-pyrazol-4-yl]-7-(trifluoromethyl)-2H,3H,5H,6H,7H-[1,3]thiazolo[3,2-a]pyrimidin-5-one